(1R,2S)-2-(3-{[2-(dimethylamino)-5-methoxypyrimidin-4-yl]amino}-1H-indazol-6-yl)-5'-methoxyspiro[cyclopropane-1,3'-indol]-2'(1'H)-one CN(C1=NC=C(C(=N1)NC1=NNC2=CC(=CC=C12)[C@@H]1C[C@@]12C(NC1=CC=C(C=C21)OC)=O)OC)C